6-(2,6-dimethylphenyl)-11-(2,2,2-trifluoroethyl)-9-oxa-2λ6-thia-3,5,12,19-tetraazatricyclo[12.3.1.14,8]nonadeca-1(17),4(19),5,7,14(18),15-hexaene-2,2,13-trione CC1=C(C(=CC=C1)C)C1=NC=2NS(C3=CC=CC(C(NC(COC(=C1)N2)CC(F)(F)F)=O)=C3)(=O)=O